O1C(=CC=C1)P(C=1OC=CC1)C=1OC=CC1 tri(furan-2-yl)phosphine